2-bromo-4-methoxy-5-nitro-pyridine BrC1=NC=C(C(=C1)OC)[N+](=O)[O-]